N-(2-amino-4-((4-(trifluoromethyl)benzyl)amino)phenyl)-3,3-dimethylbutanamide NC1=C(C=CC(=C1)NCC1=CC=C(C=C1)C(F)(F)F)NC(CC(C)(C)C)=O